tert-butyl 2-[4-[[4-[(3R)-3-hydroxy-3-methyl-1-piperidyl]-5-(trifluoromethyl)pyrimidin-2-yl]amino]-3-methyl-phenyl]sulfonyl-7-azaspiro[3.5]nonane-7-carboxylate O[C@]1(CN(CCC1)C1=NC(=NC=C1C(F)(F)F)NC1=C(C=C(C=C1)S(=O)(=O)C1CC2(C1)CCN(CC2)C(=O)OC(C)(C)C)C)C